9-bromo-N-(2,4-difluorophenyl)-1-methyl-6,7-dihydro-5H-benzo[c][1,2,3]triazolo[1,5-a]azepin-7-amine BrC1=CC2=C(C=3N(CCC2NC2=C(C=C(C=C2)F)F)N=NC3C)C=C1